O[C@@]1(C(N(CC1)C)=O)C1=CC(=NO1)C1=CC=CC(=N1)C1=NC(=NC=C1)NC=1C=NN(C1)C1CN(CC1)C(=O)OC(C)(C)C tert-butyl 3-(4-((4-(6-(5-((R)-3-hydroxy-1-methyl-2-oxopyrrolidin-3-yl)isoxazol-3-yl)pyridin-2-yl)pyrimidin-2-yl)amino)-1H-pyrazol-1-yl)pyrrolidine-1-carboxylate